OC1(CCN(CC12CCCC2)C(=O)N2CCOCC21CCCCC1)CN1C=NC(=CC1=O)C1=CC=CC=C1 3-((10-Hydroxy-7-(4-oxa-1-azaspiro[5.5]undecane-1-carbonyl)-7-azaspiro[4.5]decan-10-yl)methyl)-6-phenylpyrimidin-4(3H)-one